C(C1=CC=CC=C1)N(C)CC=1SC=CC1 N-benzyl-N-methyl-(thien-2-yl)methylamine